glycyl-methionine Methyl-2-(3-methyl-4-((3-phenylpropyl)amino)-[1,1'-biphenyl]-2-yl)acetate CC(C(=O)O)C1=C(C=CC(=C1C)NCCCC1=CC=CC=C1)C1=CC=CC=C1.NCC(=O)N[C@@H](CCSC)C(=O)O